monon-butyl-acetylenedicarboxylic acid C(CCC)OC(=O)C#CC(=O)O